1-(3-dimethylaminopropyl)piperazine CN(CCCN1CCNCC1)C